5-(4-(2-(4-Methoxyphenyl)ethynyl)phenoxy)-1H-1,2,3-triazole-4-carboxylic acid COC1=CC=C(C=C1)C#CC1=CC=C(OC2=C(N=NN2)C(=O)O)C=C1